di-aminoglycerol NC(C(C(O)N)O)O